P(OC(C(C(CCC)=C)CC)(C1=CC=C(C=C1C(C)(C)C)C(C)(C)C)C1=CC=C(C=C1C(C)(C)C)C(C)(C)C)([O-])[O-] methylenebis(4,6-di-tert-butylphenyl)-2-ethylhexyl phosphite